3-[(R)-2-({(R)-1-[(S)-2-(tert-butoxycarbonyl-methyl-amino)-4-methyl-pentanoyl]-piperidine-2-carbonyl}-amino)-3-phenyl-propoxy]-quinoline-4-carboxylic acid benzyl ester C(C1=CC=CC=C1)OC(=O)C1=C(C=NC2=CC=CC=C12)OC[C@@H](CC1=CC=CC=C1)NC(=O)[C@@H]1N(CCCC1)C([C@H](CC(C)C)N(C)C(=O)OC(C)(C)C)=O